ClC1=C(C=C(C(=O)NC2=C(C(=C(C=C2)F)C(=O)C=2C=C3N=C(C=NC3=CC2)N2CCOCC2)F)C=C1)F 4-chloro-N-(2,4-difluoro-3-(3-morpholinoquinoxaline-6-carbonyl)phenyl)-3-fluorobenzamide